Ethyl 2-(1-(2-cyanophenyl)piperidin-4-yl)acetate C(#N)C1=C(C=CC=C1)N1CCC(CC1)CC(=O)OCC